N-([4-[4-[[2-(4-chlorophenyl)-4,4-dimethylcyclohexen-1-yl]methyl]piperazin-1-yl]phenyl]sulfonyl)-5-cyclopropylisoxazole-3-carboxamide ClC1=CC=C(C=C1)C1=C(CCC(C1)(C)C)CN1CCN(CC1)C1=CC=C(C=C1)S(=O)(=O)NC(=O)C1=NOC(=C1)C1CC1